N1CCC(CC1)OC(=O)N1CCNCC1 piperidin-4-ylpiperazine-1-carboxylate